(3-(2-(2,6-dioxopiperidin-3-yl)-1-oxoisoindolin-4-yl)propyl)picolinamide O=C1NC(CCC1N1C(C2=CC=CC(=C2C1)CCCC=1C(=NC=CC1)C(=O)N)=O)=O